7-(3-(1,5-dimethyl-1H-pyrazol-4-yl)-7,8-dihydro-1,6-naphthyridin-6(5H)-yl)-2,8-dimethyl-4H-pyrimido[1,2-b]pyridazin-4-one CN1N=CC(=C1C)C=1C=NC=2CCN(CC2C1)C=1C(=CC=2N(N1)C(C=C(N2)C)=O)C